O=C1CN(CCCC1)C(=O)OC(C)(C)C tert-butyl 3-oxo-azepane-1-carboxylate